azo-sodium N(=N[Na])[Na]